NCC1=NNC(C2=CC=C(C=C12)C1(CC1)C(=O)N([C@@H]1CCCC=2C=CC=NC12)CC1=NC=C(C=C1)C1=C(C=CC=C1Cl)Cl)=O (R)-1-(4-(aminomethyl)-1-oxo-1,2-dihydro-phthalazin-6-yl)-N-((5-(2,6-dichlorophenyl)pyridin-2-yl)methyl)-N-(5,6,7,8-tetrahydroquinolin-8-yl)cyclopropane-1-carboxamide